1-[bis(dimethylamino)methylene]-1,2,3-triazolo[4,5-b]pyridinium CN(C)C(=[N+]1N=NC2=NC=CC=C21)N(C)C